ClC1=C(C=C(C=C1C(F)(F)F)Cl)C(C)=O 1-[2,5-Dichloro-3-(trifluoromethyl)phenyl]ethanone